C(#N)C=1C=C(C=C(C1)F)[C@@H]1CC=NN1C(=O)N1[C@@H](CN(C[C@@H]1C)C(=O)OC(C)(C)C)C tert-butyl (3R,5S)-4-((S)-5-(3-cyano-5-fluorophenyl)-4,5-dihydro-1H-pyrazole-1-carbonyl)-3,5-dimethylpiperazine-1-carboxylate